NC(CCN(C([C@H](F)Cl)=O)NC(=O)C(CC(C)C)NC(=O)C=1NC2=CC=CC=C2C1)=O N-[1-[[(3-amino-3-oxo-propyl)-[(2R)-2-chloro-2-fluoro-acetyl]amino]carbamoyl]-3-methyl-butyl]-1H-indole-2-carboxamide